(1R,4R,7R)-7-bromo-6-(difluoromethylene)-2-(4-methoxybenzyl)-2-azabicyclo[2.2.1]Heptan-3-one Br[C@H]1[C@@H]2N(C([C@H]1CC2=C(F)F)=O)CC2=CC=C(C=C2)OC